OC1=C(C=O)C(=CC=C1)C=1C=NN(C1)C1=NC=CC(=N1)NC=1N=CC2=C(C=CC(=C2C1)C(C)C)N1CC(C1)CS(=O)(=O)C 2-hydroxy-6-(1-(4-((5-isopropyl-8-(3-((methylsulfonyl)methyl)azetidin-1-yl)isoquinolin-3-yl)amino)pyrimidin-2-yl)-1H-pyrazol-4-yl)benzaldehyde